P(O)(O)O.C(C)(C)(C)C=1C=C(C=NC1)C=1C=NC=C(C1)C(C)(C)C.C(C)(C)(C)C=1C=C(C=NC1)C=1C=NC=C(C1)C(C)(C)C.C(C)(C)(C)C=1C=C(C=NC1)C=1C=NC=C(C1)C(C)(C)C tris(5,5'-di-tert-butyl-3,3'-bipyridine) phosphite